tert-butyl 6-(2,6-dimethylpyridin-4-yl)-2-(3-(methoxycarbonyl)phenyl)-3-methyl-1H-indole-1-carboxylate CC1=NC(=CC(=C1)C1=CC=C2C(=C(N(C2=C1)C(=O)OC(C)(C)C)C1=CC(=CC=C1)C(=O)OC)C)C